2-benzyl-5-bromo-1-(trifluoromethyl)-1,2,3,4-tetrahydroisoquinoline C(C1=CC=CC=C1)N1C(C2=CC=CC(=C2CC1)Br)C(F)(F)F